3-(5-((tert-Butoxycarbonyl)(methyl)amino)-4-cyano-3-ethynyl-1H-pyrazol-1-yl)azetidine-1-carboxylic acid tert-butyl ester C(C)(C)(C)OC(=O)N1CC(C1)N1N=C(C(=C1N(C)C(=O)OC(C)(C)C)C#N)C#C